NC1=CC=C(C(=O)N[C@H](C(=O)NC)CC2=CC=CC=C2)C=C1 (S)-4-amino-N-(1-(methyl-amino)-1-oxo-3-phenylpropan-2-yl)benzamide